8-chloro-2-[6-(dimethylphosphoryl)pyridin-3-yl]-3-fluoro-1,5-naphthyridine ClC=1C=CN=C2C=C(C(=NC12)C=1C=NC(=CC1)P(=O)(C)C)F